2-chloro-3,5-dimethylphenol ClC1=C(C=C(C=C1C)C)O